S1C(=NC2=C1C=CC=C2)NC(=O)C=2C=CC=C1CCN(CC21)C2=CC=C(C(=N2)C(=O)OC(C)(C)C)CCC(=O)O 3-(6-(8-(benzo[d]thiazol-2-ylcarbamoyl)-3,4-dihydroisoquinolin-2(1H)-yl)-2-(tert-butoxycarbonyl)pyridin-3-yl)propanoic acid